NC=1C=2N(C3=CC(=C(C=C3N1)F)C(=O)N1[C@@H]3[C@H](CCC1)OC1=C3C=CC(=C1)C(F)(F)F)C(=NC2)Br (4-amino-1-bromo-7-fluoroimidazo[1,5-a]quinoxalin-8-yl)((4aS,9bS)-7-(trifluoromethyl)-3,4,4a,9b-tetrahydrobenzofuro[3,2-b]pyridin-1(2H)-yl)methanone